2-Methyl-3-isopropylpyrazine CC1=NC=CN=C1C(C)C